Tert-butyl 6-cyano-2,2-dioxo-2H-1,2λ6,3-benzoxathiazine-3(4H)-carboxylate C(#N)C=1C=CC2=C(CN(S(O2)(=O)=O)C(=O)OC(C)(C)C)C1